tert-butyl (S)-2-((S)-2-amino-N-methylhexanamido)-3-(pyridin-3-yl)propanoate N[C@H](C(=O)N(C)[C@H](C(=O)OC(C)(C)C)CC=1C=NC=CC1)CCCC